3-(2-(piperidin-4-ylmethyl)-1,2,3,4-tetrahydroisoquinolin-7-yl)piperidine-2,6-dione N1CCC(CC1)CN1CC2=CC(=CC=C2CC1)C1C(NC(CC1)=O)=O